3-(3-Chloro-4-fluorophenyl)-1-(1-(6,8-difluoro-1-oxo-1,2-dihydroisoquinolin-4-yl)ethyl)-1-isobutylurea ClC=1C=C(C=CC1F)NC(N(CC(C)C)C(C)C1=CNC(C2=C(C=C(C=C12)F)F)=O)=O